3-[4-(4-methyl-1,3-thiazol-5-yl)phenyl]Propionic acid methyl ester hydrochloride Cl.COC(CCC1=CC=C(C=C1)C1=C(N=CS1)C)=O